C(C)(C)(C)OC(=O)N1[C@H]([C@@H](C1)C(=O)O)C rac-(trans)-1-[(tert-butoxy)carbonyl]-2-methylazetidine-3-carboxylic acid